N-((1r,3r)-3-((5-(1-(2,2-difluoroethyl)-2-methyl-1H-benzo[d]imidazol-6-yl)-7H-pyrrolo[2,3-d]pyrimidin-2-yl)amino)-1-methylcyclobutyl)propionamide FC(CN1C(=NC2=C1C=C(C=C2)C2=CNC=1N=C(N=CC12)NC1CC(C1)(C)NC(CC)=O)C)F